C(CCCCCC(=O)O)CCCCCO ω-hydroxydodecanoic acid